tert-butyl 3-[chloromethylsulfonyl-[(4-methoxyphenyl)methyl]amino]-3-(hydroxymethyl)azetidine-1-carboxylate ClCS(=O)(=O)N(C1(CN(C1)C(=O)OC(C)(C)C)CO)CC1=CC=C(C=C1)OC